tert-octyl-phenyl-propanesulfonic acid C(C)(C)(CC(C)(C)C)C(CC)(S(=O)(=O)O)C1=CC=CC=C1